6-(difluoromethyl)-3-hydroxypyridazine-4-carboxylic acid ethyl ester C(C)OC(=O)C1=C(N=NC(=C1)C(F)F)O